NC1=C(C(N(C(N1C)=O)C)=O)C(CSC1=NC=CC=C1)=O 6-Amino-1,3-dimethyl-5-[(2-pyridinylthio)acetyl]-2,4(1H,3H)-pyrimidinedion